n-propyl-propylene glycol C(CC)C(C(C)O)O